ClC1=CC=C2C(=N1)NC(=N2)CNC(C2=CC(=C(C=C2)C)S(=O)(=O)C)=O N-[(5-chloro-3H-imidazo[4,5-b]pyridin-2-yl)methyl]-4-methyl-3-methylsulfonyl-benzamide